CN(C1(CCC2(CN(C(N2)=O)C2=NC=C(C=C2F)C(F)(F)F)CC1)C1=CC=CC=C1)C cis-8-dimethylamino-3-[3-fluoro-5-(trifluoromethyl)-pyridin-2-yl]-8-phenyl-1,3-diazaspiro[4.5]decan-2-one